CC1(C(C(C1C(=O)O)(C(=O)O)C)C(=O)O)C(=O)O 1,3-Dimethyl-1,2,3,4-cyclobutanetetracarboxylic acid